7-((4-hydroxyphenyl)amino)-5,8-dioxo-5,8-Dihydronaphthalene-1-sulfonamide OC1=CC=C(C=C1)NC1=CC(C=2C=CC=C(C2C1=O)S(=O)(=O)N)=O